CC1=NNC(=C1C1=CC=C(NC([C@H]([C@@H]2CCC3=CC=C(C=C23)C=2C=NN(C2)CC(C)(C)O)NC(=O)C=2N(N=CC2)C)=O)C=C1)C N-[(1S)-2-[4-(3,5-dimethyl-1H-pyrazol-4-yl)anilino]-1-[(1R)-6-[1-(2-hydroxy-2-methyl-propyl)pyrazol-4-yl]indan-1-yl]-2-oxo-ethyl]-2-methyl-pyrazole-3-carboxamide